ClC1=C2CC(OC(C2=C(C(=C1)C(=O)NC(C(=O)O)CS)O)=O)C 2-[(5-chloro-8-hydroxy-3-methyl-1-oxo-3,4-dihydroisochromene-7-carbonyl)amino]-3-sulfanylpropionic acid